2,8-diaminocaprylic acid NC(C(=O)O)CCCCCCN